N-[[4-[5-(difluoromethyl)-1,3,4-oxadiazol-2-yl]-2-fluoro-phenyl]methyl]-2-methyl-N-phenyl-thiomorpholin-4-carboxamide FC(C1=NN=C(O1)C1=CC(=C(C=C1)CN(C(=O)N1CC(SCC1)C)C1=CC=CC=C1)F)F